2-(5-chlorothiophene-3-yl)-2,2-difluoroacetic acid ClC1=CC(=CS1)C(C(=O)O)(F)F